The molecule is an N-acylphosphatidylethanolamine(1-) in which the N-acyl group is specified as arachidonoyl while the phosphatidyl acyl groups are both specified as oleoyl; major species at pH 7.3. It is a N-acylphosphatidylethanolamine(1-) and a N-arachidonoyl-1,2-diacyl-sn-glycero-3-phosphoethanolamine(1-). It is a conjugate base of a N-arachidonoyl-1,2-dioleoyl-sn-glycero-3-phosphoethanolamine. CCCCCCCC/C=C\\CCCCCCCC(=O)OC[C@H](COP(=O)([O-])OCCNC(=O)CCC/C=C\\C/C=C\\C/C=C\\C/C=C\\CCCCC)OC(=O)CCCCCCC/C=C\\CCCCCCCC